tert-Butyl 5-amino-4-(5-((E)-(2-(((R)-3,3-difluorocyclopentyl) amino) cyclohexylidene)methyl)-1-oxoisoindolin-2-yl)-5-oxopentanoate NC(C(CCC(=O)OC(C)(C)C)N1C(C2=CC=C(C=C2C1)/C=C\1/C(CCCC1)N[C@H]1CC(CC1)(F)F)=O)=O